methyl 5-fluoro-1,3,3-trimethyl-2-oxoindole-6-carboxylate FC=1C=C2C(C(N(C2=CC1C(=O)OC)C)=O)(C)C